C(C)(C)(C)OC(=O)N1CCC(CC1)NC1=NC(=NC(=C1)C(=O)N1C[C@H]([C@@H](CC1)N1CC2=CC=CC=C2CC1)O)OC(C)C 4-((6-((3R,4R)-4-(3,4-dihydroisoquinolin-2(1H)-yl)-3-hydroxypiperidine-1-carbonyl)-2-isopropoxypyrimidin-4-yl)amino)piperidine-1-carboxylic acid tert-butyl ester